C(CCC)OC(=O)C1=CC2=C(C(N(C=C2)C)=O)N1S(=O)(=O)C1=CC=C(C)C=C1 6-methyl-7-oxo-1-p-toluenesulfonyl-6,7-dihydro-1H-pyrrolo[2,3-c]Pyridine-2-carboxylic acid butyl ester